C(C(=C)C)(=O)OCC=C[Si](OC)(OC)OC Methacryloxypropenyltrimethoxysilane